8-(4-chloro-2-fluorophenyl)-2,3-dimethyl-6-((1r,2s)-2-(1-methyl-1H-pyrazol-4-yl)cyclopropyl)pyrido[3,4-d]pyrimidin-4(3H)-one ClC1=CC(=C(C=C1)C1=NC(=CC2=C1N=C(N(C2=O)C)C)[C@H]2[C@H](C2)C=2C=NN(C2)C)F